2-(5-(3,5-dichloro-4-fluorophenyl)-5-(trifluoromethyl)-4,5-dihydroisoxazol-3-yl)-N-(2,4,6-trifluorobenzyl)-2,3-dihydro-1H-pyrrolo[3,4-c]pyridine-6-carboxamide ClC=1C=C(C=C(C1F)Cl)C1(CC(=NO1)N1CC=2C=NC(=CC2C1)C(=O)NCC1=C(C=C(C=C1F)F)F)C(F)(F)F